1-chloro-6,6-dimethyl-2-heptene-4-yne ClCC=CC#CC(C)(C)C